BrC=1C=C(C(=NC1Br)C)N(C)C 5,6-Dibromo-N,N,2-trimethylpyridin-3-amine